O=C1NCC=2C(=NC(=CC21)C(=O)OC)C2=C(C=CC=C2)OCC(F)(F)F methyl 1-oxo-4-[2-(2,2,2-trifluoroethoxy)phenyl]-2,3-dihydro-1H-pyrrolo[3,4-c]pyridine-6-carboxylate